ethyl (1S,3S,5S)-5-(((2-((tert-butoxycarbonyl)amino)ethyl)amino)methyl)-2-((9,9-difluoro-9H-fluorene-3-carbonyl)glycyl)-2-azabicyclo[3.1.0]hexane-3-carboxylate C(C)(C)(C)OC(=O)NCCNC[C@@]12C[C@H](N([C@H]2C1)C(CNC(=O)C=1C=CC=2C(C3=CC=CC=C3C2C1)(F)F)=O)C(=O)OCC